NC12C(C=CC=C1)(OC)S2 2-aminoanisole sulfide